ClC1=CC2=C(C=C1)C1=CC=C(C=C1C21C2=CC=CC=C2OC=2C=CC=CC12)C#N 2-chlorospiro[fluorene-9,9'-xanthene]-7-carbonitrile